N-Boc-L-N-Boc-L-Serine C(=O)(OC(C)(C)C)N([C@@H](CO)C(=O)O)C(=O)OC(C)(C)C